2-chloro-4-[[3-[1-(cyanomethyl)-3-(trifluoromethyl)pyrazol-4-yl]imidazo[1,2-a]pyrazin-8-yl]amino]-N-[(1R)-1-methyl-2-oxo-2-piperazin-1-yl-ethyl]benzamide formate C(=O)O.ClC1=C(C(=O)N[C@@H](C(N2CCNCC2)=O)C)C=CC(=C1)NC=1C=2N(C=CN1)C(=CN2)C=2C(=NN(C2)CC#N)C(F)(F)F